C(CCCCCCCCCCCC)N1C=[N+](C=C1)CCCCCCCCCCCCC 1,3-ditridecylimidazolium